C(C)OC1=C(C=NC(=C1)OCC1=CC=C(C=C1)OC)C1=CC(=C(C=C1)CC(=O)NC=1C=C(C(=O)NCCN2C[C@H](CC2)F)C=C(C1)C(F)(F)F)F 3-[[2-[4-[4-ethoxy-6-[(4-methoxyphenyl)methoxy]-3-pyridyl]-2-fluorophenyl]acetyl]amino]-N-[2-[(3S)-3-fluoropyrrolidin-1-yl]ethyl]-5-(trifluoromethyl)benzamide